C1=CC=C(C=2OC3=CC=CC=C3CC12)C=O xanthene-4-carbaldehyde